OC1CCN(CC1)C=1C=CC(=NC1)NC=1C=CC(=C2CNC(C12)=O)C1=CC=NC=C1 7-[[5-(4-hydroxy-1-piperidyl)-2-pyridyl]amino]-4-(4-pyridyl)isoindolin-1-one